N[C@@H]1C[C@@H](CCC1)NC(C1=CC=C(C=C1)OC)=O N-[(1R,3S)-3-aminocyclohexyl]-4-methoxybenzamide